CC1N(C2=CC=CC=C2C1)S(=O)(=O)C=1C=C(C(=O)NC2=C(C=CC=C2)OC(F)(F)F)C=CC1 3-((2-methylindolin-1-yl)sulfonyl)-N-(2-(trifluoromethoxy)phenyl)benzamide